2-bromoacetyl-pyridine BrCC(=O)C1=NC=CC=C1